CN1CC2C(C1)C(CC2=O)=O N-methyltetrahydrocyclopenta[c]pyrrole-4,6(1H,5H)-dione